tert-butyl (E)-3-(pyridin-2-yl)acrylate N1=C(C=CC=C1)/C=C/C(=O)OC(C)(C)C